ClC=1C=C(C2=C(CCO2)C1C=1C2=C(N=C(N1)N)CCC2)Cl 4-(5,7-Dichloro-2,3-dihydrobenzofuran-4-yl)-6,7-dihydro-5H-cyclopenta[d]pyrimidin-2-amine